CN(C(CC(=O)O)C)CC\C=C\B1OC(C(O1)(C)C)(C)C.OC1(COC1)CN1CCCC2=CC=C3C(=C12)C=C(N3)C=O {1-[(3-hydroxyoxetan-3-yl)methyl]-2,3,4,7-tetrahydro-1H-pyrrolo[2,3-H]quinolin-8-yl}methanone 3-[methyl-[(E)-4-(4,4,5,5-tetramethyl-1,3,2-dioxaborolan-2-yl)but-3-enyl]amino]-butanoate